trans-5-((3-cyclobutyl-7-((3-fluoro-5-methylphenyl)amino)pyrazolo[1,5-a]pyrimidin-5-yl)oxy)piperidin-3-ol C1(CCC1)C=1C=NN2C1N=C(C=C2NC2=CC(=CC(=C2)C)F)O[C@H]2C[C@@H](CNC2)O